O=C1[C@@H]2[C@H]([C@@H]2CC1)C(=O)OCC |o1:2,3,4| rel-ethyl (1S,5R,6S)-2-oxobicyclo[3.1.0]hexane-6-carboxylate